methyl 2-[4-(2-ethyl-6-{1-methyl-5-[(oxan-2-yloxy)methyl]-1H-1,2,3-triazol-4-yl}pyridin-3-yl)oxan-2-yl]acetate C(C)C1=NC(=CC=C1C1CC(OCC1)CC(=O)OC)C=1N=NN(C1COC1OCCCC1)C